NC1=CC=C(C=N1)B(O)O (6-aminopyridin-3-yl)boranediol